C(C)OC1=C(C=C2CC(N(C(C2=C1)CCC1=CNC2=CC=C(C=C12)OC)C(=O)N1CCOCC1)C)OC (7-ethoxy-6-methoxy-1-(2-(5-methoxy-1H-indol-3-yl)ethyl)-3-methyl-3,4-dihydroisoquinolin-2(1H)-yl)(morpholinyl)methanone